[Na].C[C@@]1([C@@H](N2C(C[C@H]2S1)=O)C(=O)O)CN1N=NC=C1 (2s,3s,5r)-3-methyl-7-oxo-3-(1H-1,2,3-triazol-1-ylmethyl)-4-thia-1-azabicyclo[3.2.0]heptane-2-carboxylic acid sodium